dibenzoselenophenyl-[bis(biphenylyl)triazinyl]biphenyl C1(=CC=CC=2[Se]C3=C(C21)C=CC=C3)C=3C(=C(C=CC3)C3=CC=CC=C3)C3=NN=NC(=C3C3=C(C=CC=C3)C3=CC=CC=C3)C3=C(C=CC=C3)C3=CC=CC=C3